C1(CC1)C(C1=CC=C2C=C(C(=NC2=C1)OC)C(=O)O)(F)F 7-(cyclopropyl-difluoromethyl)-2-methoxyquinoline-3-carboxylic acid